7-(benzyloxy)-4-chloro-3-(7-((2-methoxyethoxy)methoxy)-2,2-dimethyl-2H-chromen-6-yl)quinoline C(C1=CC=CC=C1)OC1=CC=C2C(=C(C=NC2=C1)C=1C=C2C=CC(OC2=CC1OCOCCOC)(C)C)Cl